C(C)(C)(C)S(=O)NCC1=C(OC=2C=C(C(=O)OC(C)(C)C)C=CC2[N+](=O)[O-])C=CC(=C1)F tert-butyl 3-[2-[(tert-butylsulfinylamino)methyl]-4-fluoro-phenoxy]-4-nitro-benzoate